Cl.N1CCC(CC1)C(=O)O\N=C(/C)\C1CC(C=C2CCC3C4CCCC4CCC3C12)=O (E)-1-(piperidine-4-carbonyloximino)ethyl-6,7,8,9,10,11,12,13,14,15,16,17-dodecahydro-1H-cyclopenta[a]phenanthren-3(2H)-one hydrochloride